CC(C(=O)OC(C)(C)C)(CCCC=O)C tert-butyl 2,2-dimethyl-6-oxohexanoate